4-ethoxy-6-((7-(2-(ethyl-(methyl)amino)ethyl)-5-(1-methyl-6-oxo-4-(trifluoromethyl)-1,6-dihydropyridin-3-yl)-1-oxo-3,4-dihydroisoquinolin-2(1H)-yl)methyl)nicotinonitrile C(C)OC1=CC(=NC=C1C#N)CN1C(C2=CC(=CC(=C2CC1)C1=CN(C(C=C1C(F)(F)F)=O)C)CCN(C)CC)=O